C[C@H](CCCC(C)C)[C@H]1CC[C@@H]2[C@@]1(CC[C@H]3[C@H]2CC[C@@H]4[C@@]3(CC[C@H](C4)O)C)C alpha-cholestanol